NC1=CC(=C(N=N1)Cl)[C@@H](COC1CC1)N1C(N[C@@H](C1)C(F)(F)F)=O (S)-1-((S)-1-(6-Amino-3-chloropyridazin-4-yl)-2-cyclopropoxyethyl)-4-(trifluoromethyl)imidazolidin-2-one